1-benzyl-4-(2,5-difluorophenyl)piperidine-4-carbonitrile C(C1=CC=CC=C1)N1CCC(CC1)(C#N)C1=C(C=CC(=C1)F)F